3-bromo-quinoline-6-carbaldehyde BrC=1C=NC2=CC=C(C=C2C1)C=O